tert-butyl (R)-4-(7'-(4-cyanopyridin-2-yl)-6',7'-dihydrospiro[cyclobutane-1,5'-pyrrolo[2,3-d]pyrimidin]-4'-yl)-2-methyl-5-oxopiperazine-1-carboxylate C(#N)C1=CC(=NC=C1)N1CC2(C3=C1N=CN=C3N3C[C@H](N(CC3=O)C(=O)OC(C)(C)C)C)CCC2